4-hydroxy-benzoquinoline OC1=CC=NC2=C3C(=CC=C12)C=CC=C3